C(CCCCCCCCCCCCCCC)OC1=C(C(=CC=C1)O)C(\C=C\C1=CC=C(C=C1)O)=O (E)-1-(2-Hexadecoxy-6-hydroxyphenyl)-3-(4-hydroxyphenyl)prop-2-en-1-one